tert-butyl 2-(4-bromophenyl)-3-oxo-1,4,8-triazaspiro[4.5]dec-1-ene-8-carboxylate BrC1=CC=C(C=C1)C1=NC2(NC1=O)CCN(CC2)C(=O)OC(C)(C)C